4-(3-Methoxyphenyl)-2-methyl-5-(9H-xanthen-9-yl)oxazole COC=1C=C(C=CC1)C=1N=C(OC1C1C2=CC=CC=C2OC=2C=CC=CC12)C